NCC1=NNC(C2=CC=C(C=C12)C=1C=NSC1C1=C(C2=CC=CC=C2C=C1)C#N)=O 2-(4-(4-(aminomethyl)-1-oxo-1,2-dihydrophthalazin-6-yl)isothiazol-5-yl)-1-naphthonitrile